(3R)-3-{[9-methyl-2-(1-methyl-1H-pyrazol-4-yl)[1,2,4]triazolo[1,5-c]quinazolin-5-yl]amino}azepin-2-one CC1=CC=2C=3N(C(=NC2C=C1)NC=1C(N=CC=CC1)=O)N=C(N3)C=3C=NN(C3)C